C1(=CC=CC=C1)[Ru](Cl)Cl phenylruthenium dichloride